N-tertiarybutylacrylamide C(C)(C)(C)NC(C=C)=O